N1C(=C(C=C1)C(=O)N)C(=O)N Azolebisamide